(E)-N-(3,4-dichlorophenyl)-3-(3-methoxy-4-(prop-2-yn-1-yloxy)phenyl)acrylamide ClC=1C=C(C=CC1Cl)NC(\C=C\C1=CC(=C(C=C1)OCC#C)OC)=O